BrC1=CC(=C(C(=O)NC[C@@H](O[Si](C)(C)C(C)(C)C)[C@H]2N(CC3=CC=CC=C3C2)C(=O)OC(C)(C)C)C=C1)O tert-butyl (S)-3-((R)-2-(4-bromo-2-hydroxybenzamido)-1-((tert-butyl dimethylsilyl)oxy)ethyl)-3,4-dihydroisoquinoline-2(1H)-carboxylate